3-[[(5S,7S)-7-fluoro-5-phenyl-6,7-dihydro-5H-pyrrolo[1,2-b][1,2,4]triazol-2-yl]sulfonyl]cyclobutanecarboxylic acid methyl ester COC(=O)C1CC(C1)S(=O)(=O)C=1N=C2N(N1)[C@@H](C[C@@H]2F)C2=CC=CC=C2